C(C)(=O)N1CC2(CN(C2)CC2=C(C=C(C=C2)C2=NC=CC(=C2Cl)C=2C(=C(C=CC2)NC(C2=NC=C(C=C2)CNCCO)=O)Cl)OC)C1 N-(3-(2-(4-((6-Acetyl-2,6-diazaspiro[3.3]heptan-2-yl)methyl)-3-methoxyphenyl)-3-chloropyridin-4-yl)-2-chlorophenyl)-5-(((2-hydroxyethyl)amino)methyl)picolinamide